CC(NC1CCCCC1)(NC1CCCCC1)C dimethylmethylenebis(cyclohexylamine)